hafnium-tantalum carbon [C].[Ta].[Hf]